FC(CS(=O)(=O)Cl)(F)F 2,2,2-trifluoroethylsulfonyl chloride